N1(N=CC=C1)C1=CC=C(CNC2=NC(=NN2)Br)C=C1 N-(4-(1H-pyrazol-1-yl)benzyl)-3-bromo-1H-1,2,4-triazol-5-amine